C12(CC(C1)C2)NS(=O)(=O)C2=C(C=CC(=C2)C(=O)N2CC1(C3=CC(=CC=C23)NS(=O)(=O)C)CCC2(CC1)CC2)F N-(bicyclo[1.1.1]pentan-1-yl)-2-fluoro-5-(5''-(methylsulfonamido)dispiro[cyclopropane-1,1'-cyclohexane-4',3''-indoline]-1''-carbonyl)benzenesulfonamide